gallium monosulfide (selenate) [Se](=O)(=O)([O-])[O-].[Ga+]=S.[Ga+]=S